N1C=CC2=C(C=CC=C12)CNC([C@H](C)NC([C@H](CC(=O)NOC(C)(C)C)NC(CCC1=CC=CC=C1)=O)=O)=O (S)-N1-((S)-1-(((1H-indol-4-yl)methyl)amino)-1-oxopropan-2-yl)-N4-(tert-butoxy)-2-(3-phenylpropanamido)succinamide